3-[4-[(E)-2-ethoxyvinyl]phenyl]-3-methyl-piperidine-2,6-dione C(C)O/C=C/C1=CC=C(C=C1)C1(C(NC(CC1)=O)=O)C